(S)-2-ethyl-2-methyl-1-(5-methyl-1-((2-(trimethylsilyl)ethoxy)methyl)-1H-pyrazol-3-yl)piperazine C(C)[C@@]1(N(CCNC1)C1=NN(C(=C1)C)COCC[Si](C)(C)C)C